ClC=1C=C2CC(CC2=CC1)NC(=O)C=1N=NSC1NC(C1=C(C(=CC=C1)C(F)(F)F)Cl)=O N-(5-chloro-2,3-dihydro-1H-inden-2-yl)-5-(2-chloro-3-(trifluoromethyl)benzamido)-1,2,3-thiadiazole-4-carboxamide